4-((6-(1H-pyrazol-4-yl)benzo[d]thiazol-2-yl)amino)-N-(pyrrolidin-3-yl)picolinamide N1N=CC(=C1)C1=CC2=C(N=C(S2)NC2=CC(=NC=C2)C(=O)NC2CNCC2)C=C1